CC1=CN=C(S1)CN [(5-methyl-1,3-thiazol-2-yl)methyl]amine